P(=O)(OC)(OC[C@H](CCCCCCCCCCCCCCCCCC)OC1=CC(=CC(=C1)F)C#N)O methyl ((S)-2-(3-cyano-5-fluorophenoxy)icosyl) hydrogen phosphate